tert-butyl 4-(aminooxy)-1-methylpiperidine-4-carboxylate NOC1(CCN(CC1)C)C(=O)OC(C)(C)C